N[C@H](C(=O)N1[C@@H](C[C@H](C1)O)C(=O)N[C@@H](C)C1=CC=C(C=C1)C1=C(N=CS1)C)C(C)(C)C (2S,4R)-1-((S)-2-Amino-3,3-dimethylbutyryl)-4-hydroxy-N-((S)-1-(4-(4-methylthiazol-5-yl)phenyl)Ethyl)pyrrolidine-2-carboxamide